2-((1,3-dibromopropan-2-yl)oxy)tetrahydro-2H-pyran BrCC(CBr)OC1OCCCC1